N-[(S)-1-(3,4-dimethoxyphenyl)ethyl]-8-cyclopropyl-4-(4,7-diaza-7-spiro[2.6]nonyl)-6-methyl-1,7-diaza-3-naphthamide COC=1C=C(C=CC1OC)[C@H](C)NC(=O)C=1C=NC2=C(N=C(C=C2C1N1CCNC2(CC2)CC1)C)C1CC1